3-((2-((3-chloro-2-fluorobenzyl)amino)-2-oxoethyl)amino)propanamide ClC=1C(=C(CNC(CNCCC(=O)N)=O)C=CC1)F